9-((3-carboxypropyl)(tosyl)carbamoyl)-10-(prop-2-yn-1-yl)acridin-10-ium C(=O)(O)CCCN(C(=O)C=1C2=CC=CC=C2[N+](=C2C=CC=CC12)CC#C)S(=O)(=O)C1=CC=C(C)C=C1